C(OC1(C(CCCC1)C(C)(C)C)CC)([O-])=O ETHYL-2-TERT-BUTYLCYCLOHEXYL CARBONATE